tert-butyl 4-[6-[3-[(tert-butoxycarbonylamino)methyl]-4-methyl-phenyl]-3-chloro-2-quinolyl]piperazine-1-carboxylate C(C)(C)(C)OC(=O)NCC=1C=C(C=CC1C)C=1C=C2C=C(C(=NC2=CC1)N1CCN(CC1)C(=O)OC(C)(C)C)Cl